CCCC(=O)SCCNC(=O)CCNC(=O)[C@@H](C(C)(C)COP(=O)([O-])[O-])O The molecule is an S-acyl-4-phosphopantetheine obtained by deprotonation of the phosphate OH groups of S-butyryl-4'-phosphopantetheine; major species at pH 7.3. It is a conjugate base of a S-butyryl-4'-phosphopantetheine.